[I-].C(C)N1C=[N+](C=C1)COC(C=C)=O 1-ethyl-3-[[(1-oxo-2-propen-1-yl)oxy]methyl]-1H-imidazolium iodide